C(N)(=N)C1=CC(=C(CNC2=CC(=NC=N2)OCC=2N=C3N(C=C(C=C3CCC(=O)OCC)C3CC3)C2)C(=C1)C)C ethyl 3-(2-(((6-((4-carbamimidoyl-2,6-dimethylbenzyl)amino)pyrimidin-4-yl)oxy)methyl)-6-cyclopropylimidazo[1,2-a]pyridin-8-yl)propanoate